C(=O)C=1C(=C(C=C2C(=C(C(OC12)=O)CC(=O)NC=1C=NC(=CC1)OC)C)OC)O 2-(8-formyl-7-hydroxy-6-methoxy-4-methyl-2-oxo-2H-chromen-3-yl)-N-(6-methoxypyridin-3-yl)acetamide